(E)-3-(2,6-dichloro-3,5-dimethoxyphenyl)-1-(1-(4-(dimethylamino)-but-2-enoyl)piperidin-4-yl)-7-((4-morpholinophenyl)amino)-3,4-dihydro-pyrimido[4,5-d]pyrimidin-2(1H)-one ClC1=C(C(=C(C=C1OC)OC)Cl)N1C(N(C2=NC(=NC=C2C1)NC1=CC=C(C=C1)N1CCOCC1)C1CCN(CC1)C(\C=C\CN(C)C)=O)=O